OC[C@@H]1[C@H]2[C@@H](CN1C(=O)OC(C)(C)C)OC(O2)(C)C tert-Butyl (3aS,4R,6aR)-4-(hydroxymethyl)-2,2-dimethyltetrahydro-5H-[1,3]dioxolo[4,5-c]pyrrole-5-carboxylate